BrC1=CC=C2C(=CN(C2=C1)CC(C)(C)C)C(C(F)F)=O 1-(6-bromo-1-neopentyl-1H-indol-3-yl)-2,2-difluoroethan-1-one